C(C1=CC=CC=C1)OC1=C(C=CC(=C1)F)\C=C/1\C(=C(C2=CC(=CC=C12)F)CC(=O)O)C 2-[(1Z)-1-{[2-(benzyloxy)-4-fluorophenyl]methylene}-5-fluoro-2-methyl-1H-inden-3-yl]acetic acid